FC(C1=NN=C(S1)C1=CN=C2N1C=C(C=C2N2C[C@H]1N(CC2)C(OC1)=O)S(=O)(=O)NC1(CC1)C)F (R)-3-(5-(difluoromethyl)-1,3,4-thiadiazol-2-yl)-N-(1-methylcyclopropyl)-8-(3-oxotetrahydro-3H-oxazolo[3,4-a]pyrazin-7(1H)-yl)imidazo[1,2-a]pyridine-6-sulfonamide